N-[1,1'-Biphenyl]-4-yl[1,1':3',1''-terphenyl]-5'-amine C1(=CC=C(C=C1)NC=1C=C(C=C(C1)C1=CC=CC=C1)C1=CC=CC=C1)C1=CC=CC=C1